4-Fluoro-N3-(6-(4-isopropyl-4H-1,2,4-triazol-3-yl)pyridin-2-yl)-N1-(pyridin-2-yl)isophthalamide FC1=C(C=C(C(=O)NC2=NC=CC=C2)C=C1)C(=O)NC1=NC(=CC=C1)C1=NN=CN1C(C)C